(2-(((5-methoxy-2-((1S*,2S*)-2-(4-methylpyrimidin-2-yl)cyclopropyl)quinolin-7-yl)amino)methyl)-6-methylimidazo[1,2-a]pyridin-8-yl)-3-methylimidazolidine-2,4-dione COC1=C2C=CC(=NC2=CC(=C1)NCC=1N=C2N(C=C(C=C2N2C(N(C(C2)=O)C)=O)C)C1)[C@@H]1[C@H](C1)C1=NC=CC(=N1)C |o1:32,33|